tert-butyl (4S)-4-[3-[[6-[(2,6-dichloro-5-trimethylsilyl-pyridine-3-carbonyl)sulfamoyl]-2-pyridyl]amino]propyl]-2,2-dimethyl-pyrrolidine-1-carboxylate ClC1=NC(=C(C=C1C(=O)NS(=O)(=O)C1=CC=CC(=N1)NCCC[C@H]1CC(N(C1)C(=O)OC(C)(C)C)(C)C)[Si](C)(C)C)Cl